FC=1C=C2C(=NNC2=CC1OCCOC)C1=CC(=NO1)C1=CC=C(C(=O)N2CC(C2)(O)C2=CC=NC=C2)C=C1 1-(4-{5-[5-Fluoro-6-(2-methoxyethoxy)-1H-indazol-3-yl]-1,2-oxazol-3-yl}benzoyl)-3-(pyridin-4-yl)azetidin-3-ol